2-((1s,2s)-1-(2-chlorophenyl)-1-(1-methyl-1H-pyrazol-4-yl)propan-2-yl)-5-hydroxy-N-(isoxazol-4-yl)-1-methyl-6-oxo-1,6-dihydropyrimidine-4-carboxamide ClC1=C(C=CC=C1)[C@@H]([C@H](C)C=1N(C(C(=C(N1)C(=O)NC=1C=NOC1)O)=O)C)C=1C=NN(C1)C